C(C1=CC=CC=C1)N1CC(C(C1)(C(F)(F)F)C1CC1)O 1-benzyl-4-cyclopropyl-4-(trifluoromethyl)pyrrolidin-3-ol